ClC=1C=NC(=NC1)N[C@H]1CN(CC1)C(=O)C=1C=C2CCN(CC2=CC1)C(\C=C\CN(C)C)=O (R,E)-1-(6-(3-((5-chloropyrimidin-2-yl)amino)pyrrolidine-1-carbonyl)-3,4-dihydroisoquinolin-2(1H)-yl)-4-(dimethylamino)but-2-en-1-one